ClC=1C=NC(=NC1)N1CC2CCC(C1)N2C(CCCC2=NNC(C1=CC=CC=C21)=O)=O 4-(4-(3-(5-chloropyrimidin-2-yl)-3,8-diazabicyclo[3.2.1]octan-8-yl)-4-oxobutyl)phthalazin-1(2H)-one